5-(3-(4-(Hydroxy(phenyl)methyl)-1H-imidazol-2-yl)phenoxy)-1H-indole-4-carboxylic acid OC(C=1N=C(NC1)C=1C=C(OC2=C(C=3C=CNC3C=C2)C(=O)O)C=CC1)C1=CC=CC=C1